C(C)(=O)OCCCCCCCCCCCC=CC (E)- and (Z)-12-tetradecenyl acetate